3-(hydroxymethyl)-4-methylpiperazine-1-carboxylic acid tert-butyl ester C(C)(C)(C)OC(=O)N1CC(N(CC1)C)CO